Sodium 2,3-bis((3-hydroxypropanoyl)oxy)propyl ((R)-2,3-bis(tetradecanoyl-oxy)propyl) Phosphate P(=O)(OCC(COC(CCO)=O)OC(CCO)=O)(OC[C@@H](COC(CCCCCCCCCCCCC)=O)OC(CCCCCCCCCCCCC)=O)[O-].[Na+]